methyl (4R)-1-((4-chlorophenyl) (methyl) carbamoyl)-4-methoxypyrrolidine-2-carboxylate ClC1=CC=C(C=C1)N(C(=O)N1C(C[C@H](C1)OC)C(=O)OC)C